C(C)OC(=O)C=1C(=C(NC1)C1=CC=C(C=C1)C(F)(F)F)C1=CC(=CC=C1)SC (3-(methylthio)phenyl)-2-(4-(trifluoromethyl)phenyl)Azole-4-carboxylic acid ethyl ester